(1s,4s)-4-((2-((2-(1-(Cyclopropylsulfonyl)-1H-pyrazol-4-yl)pyrimidin-4-yl)amino)-5-((1-(2,2-difluorocyclopropyl)-1H-pyrazol-4-yl)ethynyl)pyridin-4-yl)amino)cyclohexan-1-ol C1(CC1)S(=O)(=O)N1N=CC(=C1)C1=NC=CC(=N1)NC1=NC=C(C(=C1)NC1CCC(CC1)O)C#CC=1C=NN(C1)[C@@H]1C(C1)(F)F